C(CCCCCCCCCC(=O)O)(=O)O.C(CCCCCCCCCC(=O)O)(=O)O undecanedioic acid (undecanedioate)